(S)-6-(4-(difluoromethyl)pyrimidin-2-yl)-7-fluoro-2-(4-((6-oxo-5-(trifluoromethyl)-1,6-dihydropyridazin-4-yl)amino)pentyl)isoquinolin-1(2H)-one FC(C1=NC(=NC=C1)C=1C=C2C=CN(C(C2=CC1F)=O)CCC[C@H](C)NC=1C=NNC(C1C(F)(F)F)=O)F